C1CCN(C1)C2CCC3=C(CC2)C=C(C=C3)NC4=NN(C(=N4)N)C5=NN=C6C(=C5)CCCC7=CC=CC=C76 1-(6,7-dihydro-5H-benzo[2,3]cyclohepta[2,4-d]pyridazin-3-yl)-3-N-[(7S)-7-pyrrolidin-1-yl-6,7,8,9-tetrahydro-5H-benzo[7]annulen-3-yl]-1,2,4-triazole-3,5-diamine